1-methoxy-4-(((trifluoromethyl)sulfonyl)oxy)cyclohex-3-enecarboxylic acid methyl ester COC(=O)C1(CC=C(CC1)OS(=O)(=O)C(F)(F)F)OC